p-hydroxybenzenesulfonic acid, n-butyl ester OC1=CC=C(C=C1)S(=O)(=O)OCCCC